3-[5-(4-fluorophenyl)-6-tetrahydropyran-4-yl-1H-pyrazolo[4,3-g]isoquinolin-8-yl]propionic acid FC1=CC=C(C=C1)C1=C(N=C(C2=CC3=C(C=C12)C=NN3)CCC(=O)O)C3CCOCC3